platinum telluride [Pt]=[Te]